[Cu].C1(CCCCC1)P(C1CCCCC1)C1CCCCC1 (tricyclohexylphosphine) copper